FC1=C(C(=O)NC(C(=O)NC2=CC=CC3=C2N(N=N3)C)CC3=CC=CC=C3)C=CC=C1 2-fluoro-N-(1-((1-methyl-1H-benzo[d][1,2,3]triazol-7-yl)amino)-1-oxo-3-phenylpropan-2-yl)benzamide